C(C)NC(=O)NC1=NOC(=C1)CN1CCC(CC1)C=1C(=NC(=CC1)C=1NC=CN1)F 1-ethyl-3-(5-((4-(2-fluoro-6-(1H-imidazol-2-yl)pyridin-3-yl)piperidin-1-yl)methyl)isoxazol-3-yl)urea